CO[C@H]1CN(CC1)C1CCC(CC1)NC(OC(C)(C)C)=O tert-butyl ((1R,4r)-4-((R)-3-methoxypyrrolidin-1-yl)cyclohexyl)carbamate